C=C(CC(=O)O)C(=O)O The molecule is a dicarboxylic acid that is methacrylic acid in which one of the methyl hydrogens is substituted by a carboxylic acid group. It has a role as a fungal metabolite and a human metabolite. It is a dicarboxylic acid and an olefinic compound. It derives from a succinic acid. It is a conjugate acid of an itaconate(2-).